5-fluoro-4-(2-methyl-7-fluoro-2H-indazol-5-yl)pyrimidin-2-amine FC=1C(=NC(=NC1)N)C1=CC2=CN(N=C2C(=C1)F)C